(((11a-methyl-9-oxo-3,4,11,11a-tetrahydro-1H,9H-pyrimido[6',1':2,3]imidazo[5,1-c][1,4]oxazin-7-yl)oxy)methyl)-2-(3-(trifluoromethyl)phenoxy)benzonitrile CC12COCCN1C=1N(C2)C(N=C(C1)OCC=1C(=C(C#N)C=CC1)OC1=CC(=CC=C1)C(F)(F)F)=O